6-Chloro-2,2-dimethylhexan-1-ol ClCCCCC(CO)(C)C